5-((9-(3-hydroxyadamantan-1-yl)-7-methyl-8-oxo-8,9-dihydro-7H-purin-2-yl)amino)-N,4-dimethylpyridinamide OC12CC3(CC(CC(C1)C3)C2)N2C3=NC(=NC=C3N(C2=O)C)NC=2C(=CC(=NC2)C(=O)NC)C